4-(2-(5-methylthiophen-2-yl)imidazo[4,5-d]pyrrolo[2,3-b]pyridin-1(6H)-yl)-1H-pyrazol-1-yl-butanenitrile CC1=CC=C(S1)C1=NC=2C(=C3C(=NC2)NC=C3)N1C=1C=NN(C1)C(C#N)CC